5-(2-chlorobenzyl)-3-methyl-4-oxo-4,5,6,7-tetrahydropyrazolo[1,5-a]pyrazine-2-carboxylic acid ethyl ester C(C)OC(=O)C1=NN2C(C(N(CC2)CC2=C(C=CC=C2)Cl)=O)=C1C